C[Si]1(CC[C@H](CCC1)NC(=O)C1=CC=2C(=NC(=CC2)OC)N1)C (S)-N-(1,1-dimethylsilepan-4-yl)-6-methoxy-1H-pyrrolo[2,3-b]pyridine-2-carboxamide